(2RS)-2-(5-fluoro-2-methoxy-phenyl)-2-indazol-2-yl-acetic acid methyl ester COC([C@H](N1N=C2C=CC=CC2=C1)C1=C(C=CC(=C1)F)OC)=O |r|